ClC1=C(C=C(C(=C1)F)C1=C(C(=C(C=C1F)F)F)F)S(=O)(=O)NC(OCC)=O ethyl ((4-chloro-2',3',4',6,6'-pentafluoro-[1,1'-biphenyl]-3-yl)sulfonyl)carbamate